C1(=CC=CC2=CC=CC=C12)N(C1=CC(=C(C=C1)C1=C(C=C(C=C1)N(C1=CC=CC=C1)C1=CC=CC2=CC=CC=C12)C)C)C1=CC=CC=C1 N,N'-bis(1-naphthyl)-N,N'-diphenyl-2,2'-dimethyl-(1,1'-biphenyl)-4,4'-diamine